9-(naphth-1-yl)-10-(naphth-2-yl)anthracene potassium [K].C1(=CC=CC2=CC=CC=C12)C=1C2=CC=CC=C2C(=C2C=CC=CC12)C1=CC2=CC=CC=C2C=C1